NC=1C2=C(N=CN1)N(C(=C2C2=CC(=C(C=C2)Cl)OC)C#CC2CN(C2)[C@@H]2[C@@H](CN(CC2)C(C=C)=O)O)CC 1-((3R,4S)-4-(3-((4-amino-5-(4-chloro-3-methoxyphenyl)-7-ethyl-7H-pyrrolo[2,3-d]pyrimidin-6-yl)ethynyl)azetidin-1-yl)-3-hydroxypiperidin-1-yl)prop-2-en-1-one